3-methyl-2-(4-(3-(8-methyl-8H-thieno[2,3-b]indole-2-carboxamido)tetrahydrofuran-3-yl)phenyl)butanoic acid CC(C(C(=O)O)C1=CC=C(C=C1)C1(COCC1)NC(=O)C1=CC2=C(N(C3=CC=CC=C23)C)S1)C